COC1=C(C=CC=C1)CC=1C(=NN(C1)C1OCCCC1)C(=O)OCC ethyl 4-[(2-methoxyphenyl)methyl]-1-tetrahydropyran-2-yl-pyrazole-3-carboxylate